O[C@H]1CN(CC[C@@H]1CN1C=CC2=C1N=CN=C2N2[C@H](COCC2)C2=CC=C(C=C2)C(F)(F)F)C(=O)OC(C)(C)C |&1:1,6| tert-Butyl (3RS,4RS)-3-hydroxy-4-((4-((S)-3-(4-(trifluoromethyl)phenyl)morpholino)-7H-pyrrolo[2,3-d]pyrimidin-7-yl)methyl)piperidine-1-carboxylate